anti-arginine N[C@@H](CCCNC(N)=N)C(=O)O